4-methoxy-3-triisopropylsilyloxy-aniline COC1=C(C=C(N)C=C1)O[Si](C(C)C)(C(C)C)C(C)C